Cl.FC1=CC=C(C=2C3=C(NC12)C(CNC3)(C)C)C 6-Fluoro-4,4,9-trimethyl-1,2,3,5-tetrahydropyrido[4,3-b]indole hydrochloride